((1,3-dibromo-2-propyl)oxy)triisopropylsilane 2-PHENYLPROPYL-ISOBUTYRATE C1(=CC=CC=C1)C(COC(C(C)C)=O)C.BrCC(CBr)O[Si](C(C)C)(C(C)C)C(C)C